C1(=NC=CC2=CC=CC=C12)N1CC=2N=C(N=C(C2CC1)N1CC(NCC1)CC#N)OC[C@H]1N(CCC1)C 2-[4-[7-(1-isoquinolyl)-2-[[(2S)-1-methylpyrrolidin-2-yl]methoxy]-6,8-dihydro-5H-pyrido[3,4-d]pyrimidin-4-yl]piperazin-2-yl]acetonitrile